4-methoxy-3-(3-methyl-6-(pyrazolo[1,5-a]pyrimidin-3-yl)-1H-pyrazolo[4,3-c]pyridin-1-yl)-N-(3-(4-methylpiperazin-1-yl)propyl)benzenesulfonamide COC1=C(C=C(C=C1)S(=O)(=O)NCCCN1CCN(CC1)C)N1N=C(C=2C=NC(=CC21)C=2C=NN1C2N=CC=C1)C